CC1=NNC(C=C1)=O 3-methyl-1H-pyridazin-6-one